1-iodo-dotriacontane ICCCCCCCCCCCCCCCCCCCCCCCCCCCCCCCC